C(C=C)OCC(C(=O)[O-])=C α-(allyloxymethyl)acrylate